ClC1=CC(=CC2=C1SC(=C2)C=2CN(CCC2)C(CCN2N=NC=C2)=O)C(=O)N2CCN(CC2)C2=NC=C(C=C2OC)F 1-(3-(7-Chloro-5-(4-(5-fluoro-3-methoxypyridin-2-yl)piperazine-1-carbonyl)benzo[b]thiophen-2-yl)-5,6-dihydropyridin-1(2H)-yl)-3-(1H-1,2,3-triazol-1-yl)propan-1-one